NC1=NC2=C3C(=CC=C2C(=N1)N)N(C=C3)CC3=CC(=C(C=C3)C=3C(=CC=CC3)C#N)F 4'-((2,4-diamino-7H-pyrrolo[2,3-h]quinazolin-7-yl)methyl)-2'-fluoro-[1,1'-biphenyl]-2-carbonitrile